benzyl 4-[[(2R,6R)-4-(4-amino-2,6-difluoro-phenyl)-2,6-dimethyl-piperazin-1-yl]methyl]piperidine-1-carboxylate NC1=CC(=C(C(=C1)F)N1C[C@H](N([C@@H](C1)C)CC1CCN(CC1)C(=O)OCC1=CC=CC=C1)C)F